C(C)N([C@@]1(C(O)(O[C@@H]([C@H]([C@@H]1O)O)CO)CC)CC)CC tetraethyl-mannosamine